(cyclopropylmethyl)(2-fluorophenyl)((4-(5-(trifluoromethyl)-1,2,4-oxadiazol-3-yl)phenyl)imino)-λ6-sulfanone C1(CC1)CS(=O)(=NC1=CC=C(C=C1)C1=NOC(=N1)C(F)(F)F)C1=C(C=CC=C1)F